tert-butyl (2-hydroxyethyl-2-d)carbamate OC(CNC(OC(C)(C)C)=O)[2H]